5-Chloro-N-((R)-1-cyclobutylethyl)-6-(2,6-difluoro-4-(((1R,5S,6r)-3-methyl-3-azabicyclo[3.1.0]hex-6-yl)methoxy)phenyl)-[1,2,4]triazolo[1,5-a]pyrimidin-7-amine ClC1=NC=2N(C(=C1C1=C(C=C(C=C1F)OCC1[C@H]3CN(C[C@@H]13)C)F)N[C@H](C)C1CCC1)N=CN2